FC=1C=C2C(=NC1)NC=C2C=2N=C(C1=C(N2)N(C=C1)C)N[C@H]1C[C@H](CCC1)NC(=O)C=1N=CN(C1)C |r| (+/-)-cis-N-(3-((2-(5-fluoro-1H-pyrrolo[2,3-b]pyridin-3-yl)-7-methyl-7H-pyrrolo[2,3-d]pyrimidin-4-yl)amino)cyclohexyl)-1-methyl-1H-imidazole-4-carboxamide